3-(3-Fluoro-4-phenylmethoxyphenyl)-1-[2-hydroxy-4,6-bis(phenylmethoxy)phenyl]prop-2-en-1-one FC=1C=C(C=CC1OCC1=CC=CC=C1)C=CC(=O)C1=C(C=C(C=C1OCC1=CC=CC=C1)OCC1=CC=CC=C1)O